CC(N(CCO)C)CO Dimethyl-diethanolamine